benzo-triazole N1N=NC2=C1C=CC=C2